CN1C(C2=C(C(=C1)C1=C(OCC=3C=C(C=CC3)C3C(NC(CC3)=O)=O)C=CC(=C1)S(=O)(=O)C)C=CN2)=O 3-(3-((2-(6-methyl-7-oxo-6,7-dihydro-1H-pyrrolo[2,3-c]pyridin-4-yl)-4-(methylsulfonyl)phenoxy)methyl)phenyl)piperidine-2,6-dione